3,7-bis(α,α-dimethylbenzyl)-10H-phenothiazine-5,5-dioxide CC(C1=CC=CC=C1)(C)C=1C=CC=2NC3=CC=C(C=C3S(C2C1)(=O)=O)C(C1=CC=CC=C1)(C)C